C(C)OC(C1=CC(=C(C=C1)NC=1N=CC=2N(C(C3=C(N(C2N1)S(=O)(=O)C)C=CC=C3)=O)C)OCC)=O 3-Ethoxy-4-((5-methyl-11-(methylsulfonyl)-6-oxo-6,11-dihydro-5H-benzo[e]pyrimido[5,4-b][1,4]diazepin-2-yl)amino)benzoic acid ethyl ester